CC(C)N1N=CC=C1 N-(propan-2-yl)-1H-pyrazole